N-fluorenylmethoxycarbonyl-N'-[1-(4,4-dimethyl-2,6-dioxanylidene)ethyl]-L-lysine C1(=CC=CC=2C3=CC=CC=C3CC12)COC(=O)N[C@@H](CCCCNC(C)=C1OCC(CO1)(C)C)C(=O)O